(R)-((2-(2-amino-6-methoxypyridin-4-yl)-6-(3-methylmorpholino)-pyrimidin-4-yl)imino)-dimethyl-λ6-sulfanone NC1=NC(=CC(=C1)C1=NC(=CC(=N1)N=S(=O)(C)C)N1[C@@H](COCC1)C)OC